3-(quinolin-6-yl)-1H-imidazo[4,5-b]pyridin-2(3H)-one N1=CC=CC2=CC(=CC=C12)N1C(NC=2C1=NC=CC2)=O